2-(4-(5-chloro-2-(4-chloro-1H-1,2,3-triazol-1-yl)phenyl)-2,5-dioxopiperazin-1-yl)-3-(6-cyanopyridin-3-yl)-N-(2-methyl-2H-indazol-5-yl)propanamide ClC=1C=CC(=C(C1)N1CC(N(CC1=O)C(C(=O)NC1=CC2=CN(N=C2C=C1)C)CC=1C=NC(=CC1)C#N)=O)N1N=NC(=C1)Cl